9-(6-bromo-4-methyl-3-oxo-3,4-dihydropyrazin-2-yl)-1-(4-chloro-3-fluorophenyl)-1,9-diazaspiro[5.5]Undecan-2-one BrC1=CN(C(C(=N1)N1CCC2(CCCC(N2C2=CC(=C(C=C2)Cl)F)=O)CC1)=O)C